C(C)(C)(C)C1CCN(CC1)C(=O)NC1=CC(=C(C(=C1)C=1N=NN(N1)C(C1=CC=CC=C1)(C1=CC=CC=C1)C1=CC=CC=C1)C=1C=NC(=CC1)OC(C)C)F 4-(tert-butyl)-N-(3-fluoro-4-(6-isopropoxypyrid-3-yl)-5-(2-trityl-2H-tetrazol-5-yl)phenyl)piperidine-1-carboxamide